2-[1-[(1S)-1-[(2r,4S)-4-hydroxy-2-(methylcarbamoyl)pyrrolidine-1-carbonyl]-2,2-dimethyl-propyl]triazol-4-yl]morpholine-4-carboxylic acid tert-butyl ester C(C)(C)(C)OC(=O)N1CC(OCC1)C=1N=NN(C1)[C@@H](C(C)(C)C)C(=O)N1[C@H](C[C@@H](C1)O)C(NC)=O